7-methyl-4-(5-(4-(2-oxopyrrolidin-1-yl)phenyl)pyridin-3-yl)-8,9-dihydropyrido[3',2':4,5]pyrrolo[1,2-a]pyrazin-6(7H)-one CN1C(C=2N(CC1)C1=C(C2)C(=CC=N1)C=1C=NC=C(C1)C1=CC=C(C=C1)N1C(CCC1)=O)=O